ClC1=C(C=C(C=C1)C=1C=NN(C1)CC1=NNC(=C1)CC)OC(F)F 3-[[4-[4-Chloro-3-(difluoromethoxy)phenyl]pyrazol-1-yl]methyl]-5-ethyl-1H-pyrazole